methyl (E)-4-[3-bromo-6-[2,4-difluoro-N-[(4-methoxyphenyl)methyl]anilino] pyrazin-2-yl]-4-ethyl-hex-2-enoate BrC=1C(=NC(=CN1)N(C1=C(C=C(C=C1)F)F)CC1=CC=C(C=C1)OC)C(/C=C/C(=O)OC)(CC)CC